2-(Pyridin-3-yl)-N-(5-(1-(6-(2-(3-(trifluoromethoxy)phenyl)acetamido)pyridin-3-yl)piperidin-4-yl)-1,3,4-thiadiazol-2-yl)acetamide N1=CC(=CC=C1)CC(=O)NC=1SC(=NN1)C1CCN(CC1)C=1C=NC(=CC1)NC(CC1=CC(=CC=C1)OC(F)(F)F)=O